3-[(1E)-2-ethoxyethenyl]-5-fluoro-2-methylpyridin-4-amine C(C)O/C=C/C=1C(=NC=C(C1N)F)C